6-[3-[4-[2-(aminomethyl)-3,3-difluoro-allyl]-5-oxo-tetrazol-1-yl]phenyl]-1-methyl-3,4-dihydro-quinolin-2-one NCC(CN1N=NN(C1=O)C=1C=C(C=CC1)C=1C=C2CCC(N(C2=CC1)C)=O)=C(F)F